4-chloro-6-(2-methoxypyridin-4-yl)-5-methyl-2-(1-methyl-1H-imidazol-2-yl)pyrrolo[2,1-f][1,2,4]triazine ClC1=NC(=NN2C1=C(C(=C2)C2=CC(=NC=C2)OC)C)C=2N(C=CN2)C